6-[4-[4-[6-chloro-4-(trifluoromethyl)-2-pyridinyl]piperazin-1-yl]sulfonylphenyl]-2,6-diazaspiro[3.4]octan-7-one ClC1=CC(=CC(=N1)N1CCN(CC1)S(=O)(=O)C1=CC=C(C=C1)N1CC2(CNC2)CC1=O)C(F)(F)F